6-chloro-8-[(1S,2S)-[2-[(2,2-difluorocyclopropyl)methyl]indazol-6-yl]cyclopropyl]imidazo[1,2-b]pyridazine ClC=1C=C(C=2N(N1)C=CN2)C2(CC2)C=2C=CC1=CN(N=C1C2)C[C@H]2C(C2)(F)F